N-(4-(5-(2-(3-azabicyclo[3.1.0]hexane-3-yl)-6-methylpyrimidin-4-yl)-1,3,4-oxadiazol-2-yl)-3-(6-azaspiro[2.5]oct-6-yl)phenyl)-2-hydroxyethane-1-sulfonamide C12CN(CC2C1)C1=NC(=CC(=N1)C1=NN=C(O1)C1=C(C=C(C=C1)NS(=O)(=O)CCO)N1CCC2(CC2)CC1)C